ClC1=NC=C2C=C(C=3N(C2=C1)C=CN3)C3=C(C(=CC=C3C)OC)C 8-chloro-4-(3-methoxy-2,6-dimethylphenyl)imidazo[1,2-a]1,6-naphthyridine